3-(2,6-difluoro-3,5-dimethoxyphenyl)-1,3,4,7-tetrahydro-2H-pyrazolo[4',3':5,6]pyrido[4,3-d]pyrimidin-2-one FC1=C(C(=C(C=C1OC)OC)F)N1C(NC2=C(C1)C=NC1=C2C=NN1)=O